CN1C2=C(OCC1)N=CC(=C2)NC(=O)C=2C=CC1=C(C=3N(CCO1)C=NC3)C2 N-(1-Methyl-2,3-dihydro-1H-pyrido[2,3-b][1,4]oxazin-7-yl)-5,6-dihydrobenzo[f]imidazo[1,5-d][1,4]oxazepine-10-carboxamide